F[C@H]1[C@H](O[C@@H]2OC(O[C@@H]21)(C)C)C(CC)O 1-((3aR,5R,6S,6aS)-6-fluoro-2,2-dimethyltetrahydrofuro[2,3-d][1,3]Dioxol-5-yl)propan-1-ol